OCC=1C=CC(=NC1)N1N=C(C=C1O)C(F)(F)F (5-(hydroxymethyl)pyridin-2-yl)-3-(trifluoromethyl)-1H-pyrazol-5-ol